3,5-di-quinolin-3-yl-benzene N1=CC(=CC2=CC=CC=C12)C=1C=CC=C(C1)C=1C=NC2=CC=CC=C2C1